The molecule is a hydroxyisoflavone, isoflavone dimer obtained from Ficus mucuso. It has a role as a plant metabolite and an EC 3.2.1.31 (beta-glucuronidase) inhibitor. CC1=C[C@@H]([C@](CC1)(C)/C=C/C2=C(C=CC(=C2)C3=COC4=CC(=CC(=C4C3=O)O)O)O)C5=C(C=CC(=C5)C6=COC7=CC(=CC(=C7C6=O)O)O)O